BrC=1C=C(C=CC1)C1(COC1)CN1N=CC(=N1)C 2-((3-(3-bromophenyl)oxetan-3-yl)methyl)-4-methyl-2H-1,2,3-triazole